9-(2-methoxyethoxy)methylanthracene COCCOCC=1C2=CC=CC=C2C=C2C=CC=CC12